(2,6-difluorophenyl)-3-methyl-1-(tetrahydro-2H-pyran-2-yl)-1,4-dihydrobenzo[d]pyrazolo[3,4-f][1,3]diazepine FC1=C(C(=CC=C1)F)N1C=NC2=C(C3=C1C(=NN3C3OCCCC3)C)C=CC=C2